BrC=1C=C(C(=NC1)N1[C@H](COCC1)C)F (3S)-4-(5-bromo-3-fluoropyridin-2-yl)-3-methylmorpholine